1,1-Dimethylethylacrylate CC(C)(C)OC(C=C)=O